COC(CCC/C=C/C=C)OC (3E)-8,8-dimethoxy-1,3-octadiene